7-(3-(1-(difluoromethyl)-3-methyl-1H-pyrazol-4-yl)-7,8-dihydro-1,6-naphthyridin-6(5H)-yl)-8-methyl-4H-pyrimido[1,2-b]pyridazin-4-one FC(N1N=C(C(=C1)C=1C=NC=2CCN(CC2C1)C=1C(=CC=2N(N1)C(C=CN2)=O)C)C)F